N1=CN2CCCCC3=C2C1=CC=C3 4,5,6,7-tetrahydroimidazo[4,5,1-jk][1]Benzoazepine